[Si](C)(C)(C(C)(C)C)OCC=1N=NC(=CC1NC1=CC(=NC=N1)NC(=O)CN1CCC(CC1)C(=O)O[C@H]1CN(CC1)C)C1=C(C=CC(=C1)Cl)F (3R)-1-methylpyrrolidin-3-yl 1-[({6-[(3-{[(tert-butyldimethylsilyl)oxy]methyl}-6-(5-chloro-2-fluorophenyl)pyridazin-4-yl)amino]pyrimidin-4-yl}carbamoyl)methyl]piperidine-4-carboxylate